NC1=C2C(N(C=NC2=CC=C1)CC1=C(C=CC=C1)OC)=O 5-amino-3-(2-methoxybenzyl)quinazolin-4(3H)-one